2-(4-(3-(2,4-dioxotetrahydropyrimidin-1(2H)-yl)-4-methoxybenzoyl)piperazin-1-yl)acetaldehyde O=C1N(CCC(N1)=O)C=1C=C(C(=O)N2CCN(CC2)CC=O)C=CC1OC